CN(C=1C(=C(C(=C2C=NNC12)C1=CN=CS1)SC)F)C 5-(7-(dimethylamino)-6-fluoro-5-(methylthio)-1H-indazol-4-yl)thiazole